ClC=1C(=NC(=C(C1)F)C1=CC=C2C=CNC2=C1)C(=O)OC Methyl 3-chloro-5-fluoro-6-(1H-indol-6-yl)picolinate